2-(4-bromo-2-fluorophenyl)-7-cyclobutylpyrazolo[1,5-a]pyrimidine-5-carboxylic acid lithium salt [Li+].BrC1=CC(=C(C=C1)C1=NN2C(N=C(C=C2C2CCC2)C(=O)[O-])=C1)F